7-[[5-[(3S)-3-(1-hydroxy-1-methyl-ethyl)-1-piperidyl]-2-pyridyl]amino]-4-(8-methylimidazo[1,2-a]pyridin-3-yl)-2,3-dihydropyrrolo[3,4-c]pyridin-1-one OC(C)(C)[C@@H]1CN(CCC1)C=1C=CC(=NC1)NC=1C2=C(C(=NC1)C1=CN=C3N1C=CC=C3C)CNC2=O